NC1=NC=NN2C1=CC=C2[C@H]2[C@@H]([C@@H]([C@@](O2)(C#N)COP(=O)(OC2=CC=CC=C2)N[C@@H](C)C(=O)OCCCCCCCC)O)O Octyl ((((2R,3S,4R,5S)-5-(4-aminopyrrolo[2,1-f][1,2,4]triazin-7-yl)-2-cyano-3,4-dihydroxytetrahydrofuran-2-yl)methoxy)(phenoxy)phosphoryl)-L-alaninate